C[C@@H]1O[C@@H](CN(C1)C1=CC=C(C(=N1)C(C)C)C1(CC2(C1)CC(C2)N)N)C 2-(6-((2S,6R)-2,6-dimethylmorpholino)-2-isopropylpyridin-3-yl)spiro[3.3]heptane-2,6-diamine